tert-Butyl (R)-3-((3,5-dimethoxyphenyl)amino)piperidine-1-carboxylate COC=1C=C(C=C(C1)OC)N[C@H]1CN(CCC1)C(=O)OC(C)(C)C